1-(4-hydroxy-3-methoxyphenyl)-7-(4-oxoacetylbenzyloxy-3-methoxyphenyl)-1,6-heptadiene-3,5-dione OC1=C(C=C(C=C1)C=CC(CC(C=CC1=C(C(=CC=C1)OC)OCC1=CC=C(C=C1)C(C=O)=O)=O)=O)OC